NC=1C=2N(C3=CC(=CC=C3N1)C(=O)N(C1CC1)[C@H]1COC3=C1C=CC(=C3)C#N)C=NC2 (R)-4-amino-N-(6-cyano-2,3-dihydrobenzofuran-3-yl)-N-cyclopropylimidazo[1,5-a]quinoxaline-8-carboxamide